BrC1=C(SC(=C1Cl)Cl)C(=O)O 3-bromo-4,5-dichlorothiophene-2-carboxylic acid